tert-butyl 4-(1-((6-methoxy-2-methyl-2H-benzo[d][1,2,3]triazol-5-yl)carbamoyl)-2,3-dihydro-1H-pyrrolo[2,3-b]pyridin-4-yl)-2,2-dimethylpiperazine-1-carboxylate COC=1C(=CC=2C(=NN(N2)C)C1)NC(=O)N1CCC=2C1=NC=CC2N2CC(N(CC2)C(=O)OC(C)(C)C)(C)C